ClC1=NC=CC(=C1)/C=C/C(=O)OC1C(C=CC=C1)(C1SCCCS1)Br (E)-2-bromo-2-(1,3-dithian-2-yl)phenyl 3-(2-chloropyridin-4-yl)acrylate